Quinazolin-7-one N1=CN=CC2=CCC(C=C12)=O